4-iodoethyl-5-methyl-1,3-dioxolane-2-one ICCC1OC(OC1C)=O